C(C)(C)(C)OC(=O)N1CCN(CC1)C1=CC=C2C(=NN(C2=C1)C)C1C(NC(CC1)=O)=O.FC1=C(C=C(C=C1)C(C)=O)OC(F)(F)F 1-(4-Fluoro-3-(trifluoromethoxy)phenyl)ethan-1-one tert-Butyl-4-(3-(2,6-dioxopiperidin-3-yl)-1-methyl-1H-indazol-6-yl)piperazine-1-carboxylate